FC1=CC=C(OCC(=O)N2CC=3C=CC(=NC3CC2)N2C3CN(CC2CC3)CCCOC)C=C1 2-(4-fluorophenoxy)-1-(2-(3-(3-methoxypropyl)-3,8-diazabicyclo[3.2.1]octan-8-yl)-7,8-dihydro-1,6-naphthyridin-6(5H)-yl)ethan-1-one